di-n-undecyl-cyclohexane-1,4-dicarboxylic acid C(CCCCCCCCCC)C1(CCC(CC1)(C(=O)O)CCCCCCCCCCC)C(=O)O